F[C@@](CO)(CN1[C@@H](C=2NC3=CC=CC=C3C2C[C@H]1C)C1=C(C=C(C=C1)NC1CN(C1)CCCF)F)C (R)-2-fluoro-3-((1R,3R)-1-(2-fluoro-4-((1-(3-fluoropropyl)azetidin-3-yl)amino)phenyl)-3-methyl-1,3,4,9-tetrahydro-2H-pyrido[3,4-b]indol-2-yl)-2-methylpropan-1-ol